COC=1C=C(C=CC1OC)C=1N=C2N(CCC(C2)C2CCN(CC2)C2CCN(CC2)C(C)C)C1 2-(3,4-dimethoxyphenyl)-7-(1'-isopropyl-[1,4'-bipiperidin]-4-yl)-5,6,7,8-tetrahydroimidazo[1,2-a]pyridine